ClC1=CC=C(C=C1)C=1C=C(C(N(N1)C=1C=NC=C(C1)F)=O)C(=O)NC(CO)CO 6-(4-chlorophenyl)-N-(1,3-dihydroxypropan-2-yl)-2-(5-fluoropyridin-3-yl)-3-oxo-2,3-dihydropyridazine-4-carboxamide